NC[NH3+].OC1(C2=CC=CC=C2C=2C=CC=CC12)C(=O)[O-] 9-hydroxyfluorene-9-carboxylic acid aminomethylammonium salt